1-(2,2-difluoroethyl)-3-iodo-6-(2-(2-(trifluoromethyl)pyridin-4-yl)-2,6-diazaspiro[3.4]octan-6-yl)-1H-pyrazolo[3,4-b]pyrazine FC(CN1N=C(C=2C1=NC(=CN2)N2CC1(CN(C1)C1=CC(=NC=C1)C(F)(F)F)CC2)I)F